2-chloro-4-(pyridin-4-yl)-6H-pyrrolo[3,2-d]pyrimidine ClC=1N=C(C=2C(N1)=CCN2)C2=CC=NC=C2